2-benzyl 3-octyl (3S,4aS,8aR)-6-fluoro-6-[2-(1H-1,2,3,4-tetrazol-5-yl)ethyl]-decahydroisoquinoline-2,3-dicarboxylate FC1(C[C@@H]2C[C@H](N(C[C@@H]2CC1)C(=O)OCC1=CC=CC=C1)C(=O)OCCCCCCCC)CCC1=NN=NN1